C(C1=CC=CC=C1)OC1=C(C=CC(=C1)C=O)C1=CC=C(C=C1)C(F)(F)F benzyloxy-4'-trifluoromethyl-[1,1'-biphenyl]-4-carbaldehyde